C(C)(=O)C=1SC(=CN1)CNC(C(C)(C)C)=O N-((2-acetylthiazol-5-yl)methyl)pivalamide